OCC1CC2C3CC(C(C2C1)C3)CO 4,8-bis-(hydroxymethyl)tricyclo[5.2.1.02,6]decane